O=C1NC2=CC(CC=C2C1N1C(C2=CC=CC(=C2C1)NC(CC)=O)=O)=O N-(2-(2,6-dioxoindolin-3-yl)-1-oxoisoindolin-4-yl)propanamide